(S)-piperidin-3-ylcarbamic acid tert-butyl ester C(C)(C)(C)OC(N[C@@H]1CNCCC1)=O